FC(C1=C(C=CC=C1)CC(=O)NC1=CC=C(C=C1)N1C2=C(NC(CC1=O)=O)C1=CC=CC=C1C=C2)(F)F 5-[4-[2-[2-(trifluoromethyl)phenyl]acetylamino]phenyl]-1H-naphtho[1,2-B][1,4]diazepine-2,4(3H,5h)-dione